2-{[(2-cyclobutyl-4-methylpyridin-3-yl)methyl]sulfanyl}-3H,5H,6H,7H-cyclopenta[d]pyrimidin-4-one C1(CCC1)C1=NC=CC(=C1CSC=1NC(C2=C(N1)CCC2)=O)C